(S)-N-(pyrrolidin-3-yl)-4-(trifluoromethyl)thiazol-2-amine N1C[C@H](CC1)NC=1SC=C(N1)C(F)(F)F